OC1=C(C(=C(C(=O)O)C=C1C)[N+](=O)[O-])C 4-hydroxy-3,5-dimethyl-2-nitrobenzoic acid